((2,4-dioxo-1,3-diazaspiro[4.4]nonane-6-yl)methyl)-4'-fluoro-2-methyl-[1,1'-biphenyl]-4-sulfonamide O=C1NC2(C(N1)=O)C(CCC2)CC=2C(=C(C=CC2S(=O)(=O)N)C2=CC=C(C=C2)F)C